NC=1C=2N(C=CN1)C(=NC2C2=C(C=C(C(=O)NC1=NC=CC(=C1)C(F)(F)F)C=C2F)OCC)[C@@]2(CC[C@@H]1N(C2)C(OC1)=O)C 4-{8-amino-3-[(6R,8aS)-6-methyl-3-oxohexahydro[1,3]oxazolo[3,4-a]pyridin-6-yl]imidazo[1,5-a]pyrazin-1-yl}-3-ethoxy-5-fluoro-N-[4-(trifluoromethyl)pyridin-2-yl]benzamide